COC(=O)C1CC2(C1)CC(C2)O 6-hydroxyspiro(3.3)heptane-2-carboxylic acid methyl ester